(R)-3-methyl-quinuclidin-3-amine C[C@@]1(CN2CCC1CC2)N